bis[2-hydroxy-3-(2H-benzotriazol-2-yl)-5-octyl]methane OC(C)C(CC(CCC)CC(CC(C(C)O)N1N=C2C(=N1)C=CC=C2)CCC)N2N=C1C(=N2)C=CC=C1